C(O)(O)=O.C(CC(C)C)SS[Na] isopentyl-dithiosodium carbonate